4-(5-(4-dimethylaminophenyl)oxazol-2-yl)phenyl-N-(2-bromoacetamidoethyl)sulfonamide CN(C1=CC=C(C=C1)C1=CN=C(O1)C1=CC=C(C=C1)S(=O)(=O)NCCNC(CBr)=O)C